FC1=C(C=CC(=C1SC)NCC#C)P(C)(C)=O (2-fluoro-3-(methylsulfanyl)-4-(prop-2-yn-1-ylamino)phenyl)dimethylphosphine oxide